2,2-Difluoro-N-[rac-(2R,3S)-1-[1-[(6-methoxy-3-pyridyl)methyl]indazol-5-yl]-5-oxo-2-phenyl-pyrrolidin-3-yl]propanamid FC(C(=O)N[C@@H]1[C@H](N(C(C1)=O)C=1C=C2C=NN(C2=CC1)CC=1C=NC(=CC1)OC)C1=CC=CC=C1)(C)F |r|